3,5-dimethylisoxazole-4-carboxamide CC1=NOC(=C1C(=O)N)C